4-fluoro-5-((5-(3-(5-(2-hydroxypropan-2-yl)-1H-pyrazol-3-yl)cyclopentyl)-1H-pyrazol-3-yl)amino)-1,3-dihydrobenzo[c]isothiazole 2,2-dioxide FC1=C(C=CC=2NS(CC21)(=O)=O)NC2=NNC(=C2)C2CC(CC2)C2=NNC(=C2)C(C)(C)O